tert-Butyl 6-[[8-chloro-2-(difluoromethyl)-1-oxo-5-isoquinolyl]oxy]-2-azaspiro[3.3]heptane-2-carboxylate ClC=1C=CC(=C2C=CN(C(C12)=O)C(F)F)OC1CC2(CN(C2)C(=O)OC(C)(C)C)C1